COC=1C=C(C=CC1)/C=C/C(=O)N1C(OC(C1([2H])[2H])([2H])[2H])=O (E)-3-(3-(3-methoxyphenyl)acryloyl)oxazolidine-2-one-4,4,5,5-d4